benzyl-4-(2-(hydroxymethyl)-1,3-dioxolan-2-yl)piperidine C(C1=CC=CC=C1)N1CCC(CC1)C1(OCCO1)CO